BrC=1C=CC(=NC1)OCC1=NC=C(C=C1)OC 2-[(5-bromo-2-pyridyl)oxymethyl]-5-methoxy-pyridine